2-oxo-2-[(2R,5S)-2-[3-[2-(dimethylamino)ethyl]phenyl]-5-methyl-1-piperidyl]acetamide O=C(C(=O)N)N1[C@H](CC[C@@H](C1)C)C1=CC(=CC=C1)CCN(C)C